C1(CCCC1)CCNC(=N)N 1-(2-cyclopentylethyl)guanidine